13-chloro-8-methyl-10-(4-{[2-(methylamino)ethyl]amino}phenyl)-6,8,10-triazatricyclo[9.4.0.02,7]pentadeca-1(11),2(7),3,5,12,14-hexaen-9-one ClC1=CC=2N(C(N(C=3N=CC=CC3C2C=C1)C)=O)C1=CC=C(C=C1)NCCNC